CN(C1=CC(=CC=C1)NC1=NC=2C(C3=CC=NC=C13)=NN1C2C=CN=C1)C N1,N1-dimethyl-N3-(pyrimido[1',6':1,5]pyrazolo[4,3-c][2,7]naphthyridin-5-yl)benzene-1,3-diamine